manganese-iron-cerium [Ce].[Fe].[Mn]